3-(N-phenylamino)cyclohexene C1(=CC=CC=C1)NC1C=CCCC1